tert-Butyl 4-[4-[tert-butoxycarbonyl-[[2-[(4-methylthieno[3,2-b]pyrrole-5-carbonyl)amino]phenyl]methyl]amino]phenoxy]piperidine-1-carboxylate C(C)(C)(C)OC(=O)N(C1=CC=C(OC2CCN(CC2)C(=O)OC(C)(C)C)C=C1)CC1=C(C=CC=C1)NC(=O)C1=CC2=C(N1C)C=CS2